N-(2-fluoro-4-(1-isopropyl-7-(methylsulfonyl)-2-oxo-1,4-dihydropyrimido[4,5-d]pyrimidin-3(2H)-yl)phenyl)-1-(4-fluorophenyl)-N-(methoxymethyl)ethane-1-sulfonamide FC1=C(C=CC(=C1)N1C(N(C2=NC(=NC=C2C1)S(=O)(=O)C)C(C)C)=O)N(S(=O)(=O)C(C)C1=CC=C(C=C1)F)COC